CN1C(C=2C=CC(=NC2CC1)C=1C=C2CN(C(C2=CC1)=O)C1C(NC(CC1)=O)=O)=O 3-(5-(6-methyl-5-oxo-5,6,7,8-tetrahydro-1,6-naphthyridin-2-yl)-1-oxoisoindolin-2-yl)piperidine-2,6-dione